(E)-ethyl 3-(4-((E)-2-(4-(2-hydroxyethoxy)phenyl)-1-(1-(tetrahydro-2H-pyran-2-yl)-1H-indazol-5-yl)but-1-en-1-yl)phenyl)acrylate OCCOC1=CC=C(C=C1)/C(=C(/C=1C=C2C=NN(C2=CC1)C1OCCCC1)\C1=CC=C(C=C1)/C=C/C(=O)OCC)/CC